COCC1(CCN(CC1)C1=C(C=CC=C1)C(C)=N)C (2-(4-(methoxymethyl)-4-methylpiperidin-1-yl)phenyl)ethan-1-imine